C(=O)O.COC1=CC=C(C=C1)NC1=NC=C(C(=N1)NC=1C=CC2=C(NC(O2)=O)C1)F 5-(2-(4-methoxyphenylamino)-5-fluoropyrimidin-4-ylamino)benzo[d]oxazol-2(3H)-one formate salt